ethyl 3-butenylphosphinate C(CC=C)P(OCC)=O